N1=C(C=NC=C1)C=1C(=NC=CC1)N1CCN(CC1)[C@@H]1CC2(CN(C2)C(=O)OC(C)(C)C)CC1 tert-butyl (6S)-6-[4-(3-pyrazin-2-yl-2-pyridyl)piperazin-1-yl]-2-azaspiro[3.4]octane-2-carboxylate